COC1=CC(=NC=C1NC1=NNC2=CC(=CC=C12)[C@@H]1C[C@@]12C(NC1=CC=C(C=C21)OC)=O)C(=O)N(C)C 4-methoxy-5-({6-[(1R,2S)-5'-methoxy-2'-oxo-1',2'-dihydrospiro[cyclopropane-1,3'-indol]-2-yl]-1H-indazol-3-yl}amino)-N,N-dimethylpyridine-2-carboxamide